(2R,4aR,8aS)-2-Methyl-4a,5,6,7,8,8a-hexahydro-4H-pyrido[4,3-b][1,4]oxazin-3-one C[C@@H]1C(N[C@H]2[C@@H](O1)CCNC2)=O